CC(CC(=O)O)C 2-methylpropanecarboxylic acid